(S)-4-(3-amino-2-(dimethylamino)propyl)-3,5-difluoro-N-methylbenzamide NC[C@H](CC1=C(C=C(C(=O)NC)C=C1F)F)N(C)C